Cl.C12CC(CC(CC1)N2)N(C=2SC1=C(N2)C(=CC(=C1)C=1C=CC=2C(N1)=CN(N2)C)F)C N-[(3-exo)-8-azabicyclo[3.2.1]oct-3-yl]-4-fluoro-N-methyl-6-(2-methyl-2H-pyrazolo[4,3-b]pyridin-5-yl)-1,3-benzothiazol-2-amine hydrochloride